4-[(3aR*,7aS*)-3a-methyl-2-(4-methylsulfonylphenyl)-1,3,4,6,7,7a-hexahydropyrrolo[3,4-c]pyridin-5-yl]-7H-pyrrolo[2,3-d]pyrimidine C[C@@]12CN(CC[C@@H]1CN(C2)C2=CC=C(C=C2)S(=O)(=O)C)C=2C1=C(N=CN2)NC=C1 |o1:1,6|